N-(4-(2-((2-methoxyquinolin-4-yl)amino)ethyl)phenyl)methanesulfonamide COC1=NC2=CC=CC=C2C(=C1)NCCC1=CC=C(C=C1)NS(=O)(=O)C